C(C1=CC=CC=C1)N1C([C@H](OC2=C1C=C(C(=C2F)[N+](=O)[O-])Br)C)=O (2R)-4-benzyl-6-bromo-8-fluoro-2-methyl-7-nitro-2H-1,4-benzoxazin-3-one